C(C)OC(C(C(CC)=O)Br)=O.C(C)OC(C(C(CC)=O)N1[C@H](CN(CC1)C(=O)OC(C)(C)C)C)=O tert-butyl (3S)-4-(1-ethoxy-1,3-dioxopentan-2-yl)-3-methylpiperazine-1-carboxylate Ethyl-2-bromo-3-oxopentanoate